N-(6-chloropyridazin-3-yl)-2-(6-methylpyridin-2-yl)acetamide ClC1=CC=C(N=N1)NC(CC1=NC(=CC=C1)C)=O